tert-butyl N-[6-chloro-5-fluoro-4-(2-trimethylsilylethynyl)-3-pyridyl]carbamate ClC1=C(C(=C(C=N1)NC(OC(C)(C)C)=O)C#C[Si](C)(C)C)F